3-benzyl-4-(trifluoromethyl)thiazol-2(3H)-imine C(C1=CC=CC=C1)N1C(SC=C1C(F)(F)F)=N